C(#N)[C@H]1N(CCC1)C(CN1C[C@H](CC1)NC(=O)C1=COC2=C1C=CC(=C2)F)=O N-((S)-1-(2-((S)-2-Cyanopyrrolidin-1-yl)-2-oxoethyl)pyrrolidin-3-yl)-6-fluorobenzofuran-3-carboxamid